5-(4-(4-bromophenyl)piperazin-1-yl)-2-isopropyl-1H-benzo[d]imidazole BrC1=CC=C(C=C1)N1CCN(CC1)C1=CC2=C(NC(=N2)C(C)C)C=C1